C(C)(C)(C)OC(=O)N1CCC(CC1)(COS(=O)(=O)C)C(O)C=1N=NN(C1)CC1=CC=CC=C1 4-((1-benzyl-1H-1,2,3-triazol-4-yl)(hydroxy)methyl)-4-(((methylsulfonyl)oxy)methyl)piperidine-1-carboxylic acid tert-butyl ester